1'-(6-((2,6-dioxopiperidin-3-yl)carbamoyl)pyridin-3-yl)-[4,4'-bipiperidine]-1-carboxylic acid tert-butyl ester C(C)(C)(C)OC(=O)N1CCC(CC1)C1CCN(CC1)C=1C=NC(=CC1)C(NC1C(NC(CC1)=O)=O)=O